C(C)S(=O)(=O)C=1C=C(C=NC1N1CC=2C=NC(=CC2C1=O)C(F)(F)F)C(C#N)(C)C 2-[5-ethylsulfonyl-6-[1-oxo-6-(trifluoromethyl)-3H-pyrrolo[3,4-c]pyridin-2-yl]-3-pyridinyl]-2-methyl-propionitrile